C(C)(C)(C)C=1C=C(CP([O-])([O-])=O)C=C(C1O)C(C)(C)C 3,5-di-t-Butyl-4-hydroxy-benzylphosphonate